ClC=1N=C(C2=C(N1)NC(=C2)CCN(C)C)NCC=2OC=CC2 2-chloro-6-[2-(dimethylamino)ethyl]-N-[(furan-2-yl)methyl]-7H-pyrrolo[2,3-d]pyrimidin-4-amine